C1(CC1)C1=NN(C=C1S(=O)(=O)Cl)C([2H])([2H])[2H] 3-cyclopropyl-1-(methyl-d3)-1H-pyrazole-4-sulfonyl chloride